CN1CC2CN(CC(C1)O2)C=2C=CC1=C(N=C(O1)C1=C3C=CN=CC3=C(N=C1)NC)C2 5-(5-(7-methyl-9-oxa-3,7-diazabicyclo[3.3.1]nonan-3-yl)benzo[d]oxazol-2-yl)-8-(methylamino)-2,7-naphthyridin